N=1N=CN2N=C(C=CC21)NC2=NC=CC(=C2)N2CCN(CC2)C(=O)OC(C)(C)C tert-butyl 4-(2-([1,2,4]triazolo[4,3-b]pyridazin-6-ylamino)pyridin-4-yl)piperazine-1-carboxylate